3,5-dichloro-2-[6-[(3S)-3-[(dimethylamino)methyl]pyrrolidin-1-yl]pyridazine-3-yl]phenol ClC=1C(=C(C=C(C1)Cl)O)C=1N=NC(=CC1)N1C[C@@H](CC1)CN(C)C